C1(=CC=CC=C1)C1=NC(=NC(=N1)C1=CC=CC=C1)C1=CC=C(C=C1)N1C2=CC=CC=C2C=2C=CC=CC12 9-(4-(4,6-diphenyl-1,3,5-triazine-2-yl)phenyl)-9H-carbazole